CS(=O)C=1NC=CC1[N+](=O)[O-] 2-(methylsulfinyl)-3-nitro-1H-pyrrole